NCCCN1[C@@H](CCC1)COC1=NC2=C(C(=CC=C2C(=N1)N1C[C@H]2CC[C@@H](C1)N2C(=O)OC(C)(C)C)C2=CNC1=CC=CC(=C21)CC#N)F tert-butyl (1R,5S)-3-(2-(((S)-1-(3-aminopropyl)pyrrolidin-2-yl)methoxy)-7-(4-(cyanomethyl)-1H-indol-3-yl)-8-fluoroquinazolin-4-yl)-3,8-diazabicyclo[3.2.1]octane-8-carboxylate